Bis(4-isocyanatocyclohexyl)methane N(=C=O)C1CCC(CC1)CC1CCC(CC1)N=C=O